3-hydroxy-2-((((9Z,12Z)-octadeca-9,12-dienoyl)oxy)methyl)propyl 4-propylcyclohexane-1-carboxylate C(CC)C1CCC(CC1)C(=O)OCC(CO)COC(CCCCCCC\C=C/C\C=C/CCCCC)=O